N-{4-[(3S)-3-aminopyrrolidin-1-yl]-2-tert-butyl-1-methyl-1,3-benzodiazol-5-yl}-1-(2,6-difluorophenyl)-6-oxopyridazine-3-carboxamide N[C@@H]1CN(CC1)C1=C(C=CC=2N(C(=NC21)C(C)(C)C)C)NC(=O)C2=NN(C(C=C2)=O)C2=C(C=CC=C2F)F